OC1=C(C(=C(C(=C1C=O)O)C=O)O)C=O 2,4,6-trihydroxy-1,3,5-benzenetricarboxaldehyde